C(C1=CC=CC=C1)OC=1C(C=C(OC1)CO)=O 5-(benzyloxy)-2-(hydroxymethyl)-4H-pyran-4-one